2-[(5-CHLORO-1-METHYL-1H-IMIDAZOL-2-YL)METHOXY]-3-METHOXYBENZALDEHYDE ClC1=CN=C(N1C)COC1=C(C=O)C=CC=C1OC